4-(4-(5-(5-methoxypyridin-3-yl)-1H-indol-2-yl)pyridin-2-yl)morpholine COC=1C=C(C=NC1)C=1C=C2C=C(NC2=CC1)C1=CC(=NC=C1)N1CCOCC1